NC=1C2=C(N=CN1)N(C(=C2C2=CC(=C(C=C2)OC2=NC=CC(=N2)C)Cl)C2=CC=C(C=C2)NC(C(=C)C2CC2)=O)C N-(4-(4-amino-5-(3-chloro-4-((4-methylpyrimidin-2-yl)oxy)phenyl)-7-methyl-7H-pyrrolo[2,3-d]pyrimidin-6-yl)phenyl)-2-cyclopropylacrylamide